Methyl 2-oxo-1-[cis-4-[(3-methoxy-4-methylphenyl) carbamoyl] cyclohexyl]-2,3-dihydro-1H-1,3-benzodiazole-4-carboxylate O=C1NC2=C(N1[C@@H]1CC[C@@H](CC1)C(NC1=CC(=C(C=C1)C)OC)=O)C=CC=C2C(=O)OC